C1(CC1)C=1C(=CC=C2N=CC(=NC12)C=1C=NN(C1)C1CCNCC1)OC=1C=CC2=C(NC(=N2)C)C1 8-cyclopropyl-7-((2-methyl-1H-benzo[d]imidazol-6-yl)oxy)-2-(1-(piperidin-4-yl)-1H-pyrazol-4-yl)quinoxaline